((2S,5R)-5-methyl-1,4-dioxan-2-yl)methylamine C[C@H]1OC[C@@H](OC1)CN